OC1=NC=2C=CC3=C(C2C=C1)C1=C(S3)C(NC(C(N1)([2H])[2H])([2H])C([2H])([2H])[2H])=O 3-hydroxy-10-(methyl-d3)-9,10,11,12-tetrahydro-8H-[1,4]diazepino[5',6':4,5]thieno[3,2-f]quinolin-8-one-10,11,11-d3